N1(C=NC=C1)C1CCN(CC1)C1=CC2=C(C[C@](O2)(C)CO)C=C1NC(=O)C=1C=NN2C1N=CC=C2 (R)-N-(6-(4-(1H-imidazol-1-yl)piperidin-1-yl)-2-(hydroxymethyl)-2-methyl-2,3-dihydrobenzofuran-5-yl)pyrazolo[1,5-a]pyrimidine-3-carboxamide